bis-hydroxyethyl-aminopropyl-hydroxyethyl-oleylamine OCCC(CCCCCCC\C=C/CCCCCCCCN(CCO)CCCN)CCO